((4-((1-cyclopropyl-3-(tetrahydro-2H-pyran-2-yl)-1H-pyrazol-4-yl)oxy)pyridin-2-yl)amino)pyrimidine-4-carboxylic acid methyl ester COC(=O)C1=NC(=NC=C1)NC1=NC=CC(=C1)OC=1C(=NN(C1)C1CC1)C1OCCCC1